Cl.ClC1=C2C3C=CC(C2=CC=C1)N3C(C)C 3-chloro-11-(prop-2-yl)-11-azatricyclo[6.2.1.02,7]Undec-2,4,6,9-tetraene hydrochloride